(R)-1-(N-(tert-Butoxycarbonyl)-N-methyl-L-leucyl)-4-((2,2,2-trichloroethoxy)carbonyl)piperazine-2-carboxylic acid C(C)(C)(C)OC(=O)N([C@@H](CC(C)C)C(=O)N1[C@H](CN(CC1)C(=O)OCC(Cl)(Cl)Cl)C(=O)O)C